9-(((tetrahydrofuran-3-yl)methyl)amino)heptadecanedioic acid bis(3-pentyloxy) ester CCC(CC)OOC(CCCCCCCC(CCCCCCCC(=O)OOC(CC)CC)NCC1COCC1)=O